N[C@H](C(=O)N[C@H](C(=O)OC)C[C@H]1C(NCC1)=O)CC1CCCCC1 methyl (2S)-2-[[(2S)-2-amino-3-cyclohexyl-propanoyl] amino]-3-[(3S)-2-oxopyrrolidin-3-yl]propanoate